C(C)N1N=CC2=CC=C(C(=C12)OC)NC1=CC(=NC=C1C(=O)NC([2H])([2H])[2H])NC(=O)C1CC(C1)C 4-((1-Ethyl-7-methoxy-1H-indazol-6-yl)amino)-N-(methyl-d3)-6-(3-methylcyclobutane-1-carboxamido)nicotinamide